C(CCCOC1=CC=C(C#N)C=C1)OC1=CC=C(C#N)C=C1 4,4'-(1,4-Butylenedioxy)dibenzonitrile